[Si](C)(C)(C(C)(C)C)O[C@@H]1[C@@H](CCC1)N(C)CC=1C(=C(C2=C(N=C(O2)C=2C=C(C=CC2)C2=C(C=C(C=C2)F)C2=NN=CN2C)C1)F)F (1R,2S)-2-((tert-butyldimethylsilyl)oxy)-N-((6,7-difluoro-2-(4'-fluoro-2'-(4-methyl-4H-1,2,4-triazol-3-yl)-[1,1'-biphenyl]-3-yl)benzo[d]oxazol-5-yl)methyl)-N-methylcyclopentan-1-amine